5-bromo-2-isopropoxy-pyrimidine BrC=1C=NC(=NC1)OC(C)C